FC=1C=C(C=CC1F)N1C(CCCC12CCN(CC2)C2=NC(=NC(=C2)N2N=CC(=C2)C(F)(F)F)CO)=O (3,4-difluorophenyl)-9-(2-(1-hydroxymethyl)-6-(4-(trifluoromethyl)-1H-pyrazol-1-yl)pyrimidin-4-yl)1,9-diazaspiro[5.5]undecan-2-one